β-D-fructofuranosyl-(2→1)-α-D-tagatopyranose OC[C@@]1([C@@H](O)[C@H](O)[C@H](O1)CO)OC[C@@]1(O)[C@@H](O)[C@@H](O)[C@H](O)CO1